ethyl (2-phenylpropan-2-yl)glycinate C1(=CC=CC=C1)C(C)(C)NCC(=O)OCC